4-amino-1-(2-((2S,4R)-2-((3-chloro-2-fluorobenzyl)carbamoyl)-4-fluoropyrrolidin-1-yl)-2-oxoethyl)-1H-pyrrolo[2,3-b]pyridine-5-carboxylic acid NC1=C2C(=NC=C1C(=O)O)N(C=C2)CC(=O)N2[C@@H](C[C@H](C2)F)C(NCC2=C(C(=CC=C2)Cl)F)=O